NCC1=NN(C=2N(C([C@H]([C@@H](C21)C2=CC=C(C=C2)F)NC(C2=CC(=CC=C2)C(F)(F)F)=O)=O)CC)C2=CC=CC=C2 |r| rac-N-((4R,5S)-3-(aminomethyl)-7-ethyl-4-(4-fluorophenyl)-6-oxo-1-phenyl-4,5,6,7-tetrahydro-1H-pyrazolo[3,4-b]pyridin-5-yl)-3-(trifluoromethyl)benzamide